(3-aminophenyl)-N-(2-(dimethylamino)ethyl)-2-(4-(trifluoromethyl)phenyl)Azole-4-carboxamide NC=1C=C(C=CC1)C1=C(NC=C1C(=O)NCCN(C)C)C1=CC=C(C=C1)C(F)(F)F